1-(2-(aminomethyl)-5-cyclopropylpyrazolo[1,5-a]pyridin-7-yl)pyrrolidin-2-one NCC1=NN2C(C=C(C=C2N2C(CCC2)=O)C2CC2)=C1